2-methoxycarbonylbenzofuran COC(=O)C=1OC2=C(C1)C=CC=C2